N-(5-phenylpentyl)cyclopropaneamine C1(=CC=CC=C1)CCCCCNC1CC1